7-(8-ethyl-7-fluoro-3-(methoxymethoxy)naphthalen-1-yl)-8-fluoro-2-(((2R-7aS)-2-fluorohexahydro-1H-pyrrolizin-7a-yl)methoxy)-4-(2,2,2-trifluoroethoxy)pyrido[4,3-d]pyrimidine C(C)C=1C(=CC=C2C=C(C=C(C12)C1=C(C=2N=C(N=C(C2C=N1)OCC(F)(F)F)OC[C@]12CCCN2C[C@@H](C1)F)F)OCOC)F